C(CCCCCCC\C=C/C\C=C/CCCCC)OCC1OC(OC1COCCCCCCCC\C=C/C\C=C/CCCCC)CCCCN(C)CC 4-(4,5-bis((((9Z,12Z)-octadeca-9,12-dien-1-yl)oxy)methyl)-1,3-dioxolan-2-yl)-N-ethyl-N-methylbutan-1-amine